C1(C=CC(N1C[C@@H]1CC[C@H](CC1)C(=O)ON1C(CCC1=O)=O)=O)=O Succinimidyl trans-4-(maleimidylmethyl)cyclohexane-1-carboxylate